ClC1=NC2=C(C=CC=C2C(=C1C#N)Cl)OC1=C2C=NNC2=CC=C1C 2,4-dichloro-8-((5-methyl-1H-indazol-4-yl)oxy)quinoline-3-carbonitrile